BrC=1C=C2C=NNC(C2=C(C1)OC)=O 6-bromo-8-methoxyphthalazin-1(2H)-one